COC(=O)C1=NC(=NC(=C1OC)N)C1=CC=C(C=C1)C=O 6-amino-2-(4-formylphenyl)-5-methoxypyrimidine-4-carboxylic acid methyl ester